C(C)(=O)N1CC2=CC(=CC(=C2C1)C=NS(=O)C(C)(C)C)Cl N-((2-acetyl-6-chloroisoindolin-4-yl)methylene)-2-methylpropane-2-sulfinamide